C(C(C)C)N1C2CC(CC1CC2)N2CCC(CC2)[C@@H]2CCC=1N(C2)C=C(N1)C1=CC=C(C=C1)S(=O)(=O)C (6S)-6-(1-(8-isobutyl-8-azabicyclo[3.2.1]octan-3-yl)piperidin-4-yl)-2-(4-(methylsulfonyl)phenyl)-5,6,7,8-tetrahydroimidazo[1,2-a]pyridine